8-chloro-1,7-dimethyl-1H-purine-2,6(3H,7H)-dione ClC1=NC=2NC(N(C(C2N1C)=O)C)=O